N-p-chlorophenyl-4-oxo-1,4-dihydroquinoline-3-carboxylic acid ClC1=CC=C(C=C1)N1C=C(C(C2=CC=CC=C12)=O)C(=O)O